tertbutyl 4-(4-aminopyrazol-1-yl)piperidine-1-carboxylate NC=1C=NN(C1)C1CCN(CC1)C(=O)OC(C)(C)C